P(SC1=CC=CC=C1)(SC1=CC=CC=C1)OCCCCCCCCCC diphenyl decyl dithiophosphite